Ethyl (R)-4-(2-(5-chloro-2-methoxybenzamido)ethyl)benzenesulfinate ClC=1C=CC(=C(C(=O)NCCC2=CC=C(C=C2)[S@](=O)OCC)C1)OC